CC1=CC=C(OC2=CC=C(C=C2)C(=O)NCC(=O)N2CC3(OCCO3)CC2C(=O)N)C=C1 7-(2-{[4-(4-methylphenoxy)phenyl]-formamido}acetyl)-1,4-dioxa-7-azaspiro[4.4]nonane-8-carboxamide